C#CC(CCCCCCC)O dec-1-yn-3-ol